2,4-diisopropyl-6-p-bromophenyl-1,3,5-triazine C(C)(C)C1=NC(=NC(=N1)C(C)C)C1=CC=C(C=C1)Br